CC1=NOC=N1 3-methyl-1,2,4-oxadiazole